NC1=CC=C(C=C1)C1=CC(=CC=C1)C1=CC=C(C=C1)N 4,4''-diamino-m-terphenyl